ClC1=C2C(=NC(=C1)I)N(C=N2)CC2=CC=C(C=C2)OC 7-chloro-5-iodo-3-(4-methoxybenzyl)-3H-imidazo[4,5-b]pyridine